Bis(3,4-epoxycyclohexylmethyl) adipate C(CCCCC(=O)OCC1CC2C(CC1)O2)(=O)OCC2CC1C(CC2)O1